CC(C)OC(C(=O)C1=CC=CC=C1)(C)C1=CC=CC=C1 2-(1-methylethoxy)-1,2-diphenyl-1-propanone